CC1=NC=2C(=NC(=CC2)C=2C=CN3N=C(N=CC32)NC=3C=NN(C3)C)N1C 5-(2,3-dimethyl-3H-imidazo[4,5-b]pyridin-5-yl)-N-(1-methyl-1H-pyrazol-4-yl)pyrrolo[2,1-f][1,2,4]triazin-2-amine